4-((3aR,5s,6aS)-5-(6-chloro-3-(2-methoxypyridin-4-yl)-1H-indazol-5-yl)hexahydrocyclopenta[c]pyrrol-2(1H)-yl)tetrahydro-2H-thiopyran 1,1-dioxide ClC1=C(C=C2C(=NNC2=C1)C1=CC(=NC=C1)OC)C1C[C@@H]2[C@@H](CN(C2)C2CCS(CC2)(=O)=O)C1